(S)-6-(2-fluoro-4-(1-methyl-1H-pyrazol-4-yl)benzyl)-N-(1-hydroxy-3-methylbutan-2-yl)-5-oxo-5,6-dihydropyrido[3,4-b]pyrazine-8-carboxamide FC1=C(CN2C(C3=NC=CN=C3C(=C2)C(=O)N[C@H](CO)C(C)C)=O)C=CC(=C1)C=1C=NN(C1)C